COC(=O)C1=CNC(=C1)B1OC(C(O1)(C)C)(C)C.C(C)NCC diethylamine methyl-5-(4,4,5,5-tetramethyl-1,3,2-dioxaborolan-2-yl)-1H-pyrrole-3-carboxylate